(7-(2-(4-(6-fluorobenzothiophen-4-yl)piperazin-1-yl)ethyl)-2-oxo-3,4-dihydroquinoline-1(2H)-yl)-2-methylvalerate FC1=CC2=C(C=CS2)C(=C1)N1CCN(CC1)CCC1=CC=C2CCC(N(C2=C1)C(C(=O)[O-])(CCC)C)=O